2-ethoxy-benzene C(C)OC1=CC=CC=C1